O=C1NC(CCC1N1C(N(C2=C1C=CC=C2N2CCN(CC2)C2CN(C2)C2=C(CN(CC2)C(=O)OC(C)(C)C)F)C)=O)=O tert-butyl 4-(3-{4-[1-(2,6-dioxopiperidin-3-yl)-3-methyl-2-oxo-1,3-benzodiazol-4-yl]piperazin-1-yl}azetidin-1-yl)-3-fluoro-5,6-dihydro-2H-pyridine-1-carboxylate